3-(5-(1-(6-chloro-7-fluoro-3-methyl-1H-indole-2-carbonyl)piperidin-4-yl)-4-fluoro-1-oxoisoindolin-2-yl)piperidine-2,6-dione ClC1=CC=C2C(=C(NC2=C1F)C(=O)N1CCC(CC1)C=1C(=C2CN(C(C2=CC1)=O)C1C(NC(CC1)=O)=O)F)C